[Si](C)(C)(C(C)(C)C)O[C@H]([C@@H](CO)NC(OC(C)(C)C)=O)C tert-butyl N-[(2R,3S)-3-[(tert-butyldimethylsilyl)oxy]-1-hydroxybutan-2-yl]carbamate